OC=1C=C2CCN(C(C2=CC1)=O)C=1C=NC(=NC1)OC 6-hydroxy-2-(2-methoxypyrimidin-5-yl)-3,4-dihydroisoquinolin-1-one